N,N-DimethylaminoPyridine CN(C)C1C=CN=CC=1